C(C)(C)(C)[Si](C=1C(=CC(=NC1)N)OC)(F)C(C)(C)C 5-[di(tert-butyl)(fluoro)silyl]-4-methoxy-2-pyridylamine